C1(CC1)C1(NC(NC1=O)=O)CC(C(=O)O)CC 2-((4-cyclopropyl-2,5-dioxoimidazolidin-4-yl)methyl)butyric acid